I.N[C@@H]1CC2=CC(=CC(=C2CC1)F)F (S)-2-amino-5,7-difluoro-1,2,3,4-tetrahydronaphthalene hydroiodic acid salt